[Si](C)(C)(C(C)(C)C)OCC1=CC2=C(N=CN=C2Cl)N1CC(=O)O (6-(((tert-butyldimethylsilyl)oxy)methyl)-4-chloro-7H-pyrrolo[2,3-d]pyrimidin-7-yl)acetic acid